3-[2-(2-{2-[2-(2,2,2-trifluoro-acetylamino)-ethoxy]-ethoxy}-ethoxy)-ethoxy]-propionic acid methyl ester COC(CCOCCOCCOCCOCCNC(C(F)(F)F)=O)=O